C(C)N1C2=CC=CC=C2C=2C=C(C=CC12)C1=CC=C(C=C1)C1=CC=C(C=C1)C=1C=CC=2N(C3=CC=CC=C3C2C1)CC bis(9-ethyl-3-carbazolyl)-1,1'-biphenyl